C(C)N(CCO)C 2-(ethyl-(methyl)amino)-1-ethanol